[Ru].ClC(C1=C(C(=C(C(=C1C)C)C)C)C)Cl dichloro(hexamethylbenzene) ruthenium